BrC1=C2CCCN(C2=CC=C1)C(=O)OC(C)(C)C tert-butyl 5-bromo-3,4-dihydroquinoline-1(2H)-carboxylate